C1(CCC1)C(=C)C1=CC=C(C=C1)O 4-(1-cyclobutylvinyl)phenol